ClC=1C=C2C(=NC(N3C2=C(C1C1=C(C=C(C=C1)F)F)SCC3)=O)N3C[C@@H](N(CC3)C(\C=C\C(F)(F)F)=O)CC#N 2-((2S)-4-(9-chloro-10-(2,4-difluorophenyl)-5-oxo-2,3-dihydro-5H-[1,4]thiazino[2,3,4-ij]quinazolin-7-yl)-1-((E)-4,4,4-trifluorobut-2-enoyl)piperazin-2-yl)acetonitrile